5-benzyl-N-(4-(5-chloro-2-methylphenyl)pyridin-2-yl)-4H-1,2,4-triazole-3-carboxamide C(C1=CC=CC=C1)C=1NC(=NN1)C(=O)NC1=NC=CC(=C1)C1=C(C=CC(=C1)Cl)C